(6-thiophen-3-yl)hexane-1-sulfonate S1C=C(C=C1)CCCCCCS(=O)(=O)[O-]